14-chloro-20-fluoro-15-methoxy-10-oxa-17λ6-thia-18-azatetracyclo[17.3.1.112,16.02,7]tetracosane-1(23),2(7),3,5,12(24),13,15,19,21-nonaene-17,17-dioxide ClC1=CC=2COCCC=3C=CC=CC3C=3C=CC(=C(NS(C(=C1OC)C2)(=O)=O)C3)F